(1S,3S,4S,5R,6S)-6-(cyclopropylmethyl)-5-[(phenoxythiocarbonyl)oxy]-2-azabicyclo[2.2.2]octane-2,3-dicarboxylic acid 3-benzyl 2-tert-butyl ester C(C)(C)(C)OC(=O)N1[C@@H]2[C@@H]([C@H]([C@H]([C@H]1C(=O)OCC1=CC=CC=C1)CC2)OC(=S)OC2=CC=CC=C2)CC2CC2